C(C)(=O)[O-].C1(=CC=CC=C1)[Sn+](C1=CC=CC=C1)C1=CC=CC=C1 triphenyl-tin (IV) acetate